O=S1(CCC(=CC1)B(O)O)=O (1,1-dioxo-3,6-dihydro-2H-thiopyran-4-yl)boronic acid